FC1=C(C(=CC(=C1)OC1CN(C1)C(C)CCC)F)[C@H]1N([C@@H](CC2=C1NC1=CC=CC=C21)C)CC(C)(C)F (1R,3R)-1-(2,6-difluoro-4-((1-(pentan-2-yl)azetidin-3-yl)oxy)phenyl)-2-(2-fluoro-2-methylpropyl)-3-methyl-2,3,4,9-tetrahydro-1H-pyrido[3,4-b]indole